Tert-butyl (2-((2-fluorophenyl)amino)-6-((5-morpholino-2,3-dihydro-1H-inden-2-yl)carbamoyl)pyridin-4-yl)carbamate FC1=C(C=CC=C1)NC1=NC(=CC(=C1)NC(OC(C)(C)C)=O)C(NC1CC2=CC=C(C=C2C1)N1CCOCC1)=O